4,9,13-trioxo-3,14-dioxa-8-thia-5,12-diazahexadecane-1,16-diyl diacrylate C(C=C)(=O)OCCOC(NCCSC(CCNC(OCCOC(C=C)=O)=O)=O)=O